tetramethyl-benzene-1,2,4,5-tetracarboxylic acid COC(=O)C1=C(C=C(C(=C1)C(=O)OC)C(=O)OC)C(=O)OC